2-({4-[3-(2,5-difluorophenyl)-1H-pyrrolo[3,2-b]pyridin-2-yl]pyridin-3-yl}oxy)-N-methylethan-1-amine FC1=C(C=C(C=C1)F)C1=C(NC=2C1=NC=CC2)C2=C(C=NC=C2)OCCNC